FC=1C(=NC=CC1O)CC(=O)N 2-(3-fluoro-4-hydroxypyridin-2-yl)acetamide